C(C)(C)(C)C=1C=CC(=C(C1)S(=O)(=O)NC(=O)C=1OC2=C(C1)C(=CC(=C2)C2CC2)F)OCC2CC2 N-((5-(tert-butyl)-2-(cyclopropylmethoxy)phenyl)sulfonyl)-6-cyclopropyl-4-fluorobenzofuran-2-carboxamide